2,4-bis-octylthio-6-(4-hydroxy-3,5-di-tert-butylanilino)-1,3,5-triazine C(CCCCCCC)SC1=NC(=NC(=N1)SCCCCCCCC)NC1=CC(=C(C(=C1)C(C)(C)C)O)C(C)(C)C